4-(3,4-dichlorophenoxy)-N-{2-fluoro-3-[6-oxo-4-(trifluoromethyl)-1,6-dihydropyrimidin-2-yl]-4-(Trifluoromethyl)benzyl}piperidine-1-carboxamide ClC=1C=C(OC2CCN(CC2)C(=O)NCC2=C(C(=C(C=C2)C(F)(F)F)C=2NC(C=C(N2)C(F)(F)F)=O)F)C=CC1Cl